C(CCCCCCCCC)OCOCCCC(CC(CC(CC(C)O)C)C)C 10-hydroxy-4,6,8-trimethylundecyl decoxymethyl ether